(2R,3R,4S)-2-(2-hydroxyethyl)-3,4-pyrrolidindiol OCC[C@H]1NC[C@@H]([C@@H]1O)O